N-butyl-5-(furan-2-yl)isoxazole-3-carboxamide C(CCC)NC(=O)C1=NOC(=C1)C=1OC=CC1